tert-butyl (2S,3R)-2-(hydroxymethyl)-3-((methoxycarbonyl)amino)piperidine-1-carboxylate OC[C@H]1N(CCC[C@H]1NC(=O)OC)C(=O)OC(C)(C)C